C1(CC1)S(=O)(=O)N1CC2=C(C=C(C=C2CC1)C=1C=C2C(=NC1)NC=C2C)[C@H]2NCCOC2 (R)-3-[2-cyclopropylsulfonyl-6-(3-methyl-1H-pyrrolo[2,3-b]pyridin-5-yl)-1,2,3,4-tetrahydroisoquinolin-8-yl]morpholine